C(=O)(OC(C)(C)C)N[C@H](C1=CC=CC=C1)CO N-Boc-D-phenylglycinol